C(C)(=O)O[C@H]1[C@@H](O[C@]([C@H]1OCC1=CC=CC=C1)(COS(=O)(=O)C)COCC1=CC=CC=C1)N1C(NC(C(=C1)C)=O)=O 1-{2-O-acetyl-3-O-benzyl-4-[(benzyloxy)methyl]-5-O-(methylsulfonyl)-α-L-lyxofuranosyl}-5-methylpyrimidine-2,4(1H,3H)-dione